(E)-N'-((5-hydroxy-6-methoxypyridin-3-yl)methylene)-4,5,6,7-tetrahydro-1H-indazole-3-carbohydrazide OC=1C=C(C=NC1OC)\C=N\NC(=O)C1=NNC=2CCCCC12